4-(4-Ethylphenyl)-2-methyl-5-(9H-xanthen-9-yl)oxazole C(C)C1=CC=C(C=C1)C=1N=C(OC1C1C2=CC=CC=C2OC=2C=CC=CC12)C